CC1=NC(=CC(=N1)O[C@@H]1C[C@@H](N(C1)CC1=CN=C(S1)NC(C)=O)C)C N-(5-(((2S,4R)-4-((2,6-dimethylpyrimidin-4-yl)oxy)-2-methylpyrrolidin-1-yl)methyl)thiazol-2-yl)acetamide